3,5-difluoro-4-(4-(6-fluoro-4-methyl-2,3-dioxo-3,4-dihydroquinoxalin-1(2H)-yl)piperidin-1-yl)benzonitrile FC=1C=C(C#N)C=C(C1N1CCC(CC1)N1C(C(N(C2=CC(=CC=C12)F)C)=O)=O)F